4-acetamidophenyl (chloromethyl) carbonate C(OC1=CC=C(C=C1)NC(C)=O)(OCCl)=O